ethyl 2-(4-bromo-2-chlorophenyl)-2,2-difluoroacetate BrC1=CC(=C(C=C1)C(C(=O)OCC)(F)F)Cl